tert-butyl (S)-(2-(1-(2-chloro-4-(5-(2,3-difluoro-4-methoxyphenyl)-1-methyl-1H-imidazole-2-carboxamido)benzoyl)piperidine-4-carboxamido)propyl)carbamate ClC1=C(C(=O)N2CCC(CC2)C(=O)N[C@H](CNC(OC(C)(C)C)=O)C)C=CC(=C1)NC(=O)C=1N(C(=CN1)C1=C(C(=C(C=C1)OC)F)F)C